CN1C(=NN=C1C1=NC=NC=C1)CNC=1C=C(C(=O)N[C@H](C)C=2C=C(OCCCCCCOCCOCCOCCC(=O)OC)C=CC2)C=CC1 (R)-methyl 3-(2-(2-(6-(3-(1-(3-((4-methyl-5-(pyrimidin-4-yl)-4H-1,2,4-triazol-3-yl)methylamino)benzamido)ethyl)phenoxy)hexyloxy)ethoxy)ethoxy)propanoate